4-methyl-2-(methylsulfonyl)pyridin-3-amine CC1=C(C(=NC=C1)S(=O)(=O)C)N